FC1=C(C=CC=C1C[C@@H]1N(CC2(CC2)[C@@H]1NS(=O)(=O)C)C(C(C)(C)O)=O)C1=C(C=CC=C1)F N-((6S,7S)-6-((2,2'-difluoro-[1,1'-biphenyl]-3-yl)methyl)-5-(2-hydroxy-2-methylpropanoyl)-5-azaspiro[2.4]heptan-7-yl)methanesulfonamide